C(C)OC(C(=O)O)C(C)C 2-ETHOXY-3-METHYLBUTANOIC ACID